C(C)(C)(C)C1N(CCCC1C1=NC(=CC=C1)CO)C(=O)[O-].CC1=C(C(=C(C=C1)C1=C2C=CC(C(=C3C=CC(=C(C=4C=CC(=C(C5=CC=C1N5)C5=C(C(=C(C=C5)C)C)C)N4)C4=C(C(=C(C=C4)C)C)C)N3)C3=C(C(=C(C=C3)C)C)C)=N2)C)C.[Mg+2].C(C)(C)(C)C2N(CCCC2C2=NC(=CC=C2)CO)C(=O)[O-] magnesium tetra(trimethylphenyl)porphyrin tert-Butyl-3-(6-hydroxymethylpyridin-2-yl)-1-piperidinecarboxylate